[C@@H](C)(CC)C1(C=C(NN1[C@@H](C)C1=CC=CC=C1)C(=O)NC)C(=O)N 5-((R)-sec-butyl)-N3-methyl-1-((S)-1-phenylethyl)-1H-pyrazole-3,5-dicarboxamide